C(C(C)C)(=O)OC1=C(C=C(C=C1)Cl)\C=N/C(CC1=CC=C(C=C1)O)C(CO)=O (Z)-4-chloro-2-((4-hydroxy-1-(4-hydroxy-phenyl)-3-oxobutan-2-ylimino)methyl)phenyl isobutyrate